[O-]P([O-])(=O)OP(=O)([O-])[O-].[Fe+2].[Fe+2] Ferrous Pyrophosphate